4-butoxycarbonyltetracyclo[6.2.1.13,6.02,7]Dodec-9-ene C(CCC)OC(=O)C1C2C3C4C=CC(C3C(C1)C2)C4